1-amino-6-chloro-2-(1,3,4-oxadiazol-2-yl)-1H-indole-3-carbaldehyde NN1C(=C(C2=CC=C(C=C12)Cl)C=O)C=1OC=NN1